C(CCCCCC(C)(C)C)(=O)[O-] Neodecanoate